(2S,4R)-4-fluoro-L-proline F[C@@H]1C[C@H](NC1)C(=O)O